COC(=O)C1=CC=C(C=C1)[C@@H]1C=C(CC=N1)C=1C=NC=CC1 (S)-6'-(4-(methoxycarbonyl)phenyl)-3',6'-dihydro-[3,4'-bipyridyl]